pyrrolo[2,3-b]Pyrazine-7-carbaldehyde N1C=2C(=NC=C1)N=CC2C=O